CN(CCCOC1=NC=C(C=C1NS(=O)(=O)C1=CC(=CC=C1)C(F)(F)F)C1=CC=2C3=C(C=NC2C=C1)N(C(C31CC1)=O)C)C N-(2-(3-(Dimethylamino)propoxy)-5-(3'-methyl-2'-oxo-2',3'-dihydrospiro[cyclopropane-1,1'-pyrrolo[2,3-c]quinolin]-8'-yl)pyridin-3-yl)-3-(trifluoromethyl)benzenesulfonamide